C(C)(C)(C)OC(=O)N1CCC(CC1)CN1CCC(CC1)C1=CC=C2C(=NN(C2=C1)C)C1C(NC(CC1)=O)=O tert-butyl-4-[[4-[3-(2,6-dioxo-3-piperidyl)-1-methyl-indazol-6-yl]-1-piperidyl]methyl]piperidine-1-carboxylate